3-(1,2,3,5,6,7-hexahydro-s-indacen-4-yl)-1-[(S)-imino([4-[(isopropylamino)methyl]-5-methylfuran-2-yl])oxo-lambda6-sulfanyl]urea C1CCC2=C(C=3CCCC3C=C12)NC(N[S@](=O)(C=1OC(=C(C1)CNC(C)C)C)=N)=O